4-(4-((3-bromo-1-((2-(trimethylsilyl)ethoxy)methyl)-1H-1,2,4-triazol-5-yl)oxy)-2,3-dihydro-1H-inden-5-yl)-2-fluoropyridine BrC1=NN(C(=N1)OC1=C2CCCC2=CC=C1C1=CC(=NC=C1)F)COCC[Si](C)(C)C